N-[4-({3-[(2-aminoethyl)sulfanyl]-6-(5-chloro-2-fluorophenyl)pyridazin-4-yl}amino)pyridin-2-yl]-3-(4-methylpiperazin-1-yl)propanamide NCCSC=1N=NC(=CC1NC1=CC(=NC=C1)NC(CCN1CCN(CC1)C)=O)C1=C(C=CC(=C1)Cl)F